FC(C1N(CCNC1)C(=O)OC(C)(C)C)(F)F 1,1-dimethylethyl 2-(trifluoromethyl)-1-piperazinecarboxylate